2-[6-(dimethylamino)-1,5-naphthyridin-4-yl]-3-[(3-fluoro-2-methoxyphenyl)amino]-1H,5H,6H,7H-pyrrolo[3,2-c]pyridin-4-one CN(C=1N=C2C(=CC=NC2=CC1)C1=C(C=2C(NCCC2N1)=O)NC1=C(C(=CC=C1)F)OC)C